C(C)(C)NO N-Isopropyl-hydroxylamin